NC[C@H](CC(=O)O)C[C@@H](CCOC)C (3s,5s)-3-aminomethyl-7-methoxy-5-methyl-heptanoic acid